C(C(COP(=O)([O-])[O-])O)O.[Mg+2] Magnesium Glycerophosphate